4-bromo-N-[4-(1,3-dioxoisoindolin-2-yl)butyl]-N-methyl-1H-indole-2-carboxamide BrC1=C2C=C(NC2=CC=C1)C(=O)N(C)CCCCN1C(C2=CC=CC=C2C1=O)=O